CC1(OCC(O1)[C@H](C(C(=O)OCC)(Cl)Cl)O)C ethyl (3R)-3-(2,2-dimethyl-1,3-dioxolan-4-yl)-2,2-dichloro-3-hydroxypropanoate